2H-1,2,3-oxadiazine O1NN=CC=C1